C(C1=CC=CC=C1)OC1=CC=C(C(=O)NC2=CC(=NC=C2)C(=O)OC)C=C1 Methyl 4-(4-(benzyloxy)benzamido)picolinate